N-(1-cyanocyclopropyl)-6-fluoro-4-(piperidin-4-yl)-9H-pyrimido[4,5-b]indole-7-sulfonamide HCl salt Cl.C(#N)C1(CC1)NS(=O)(=O)C1=C(C=C2C3=C(NC2=C1)N=CN=C3C3CCNCC3)F